3-{4-[(2,4-Dimethyl-phenyl)-(2-methoxy-cyclohexyl)-amino]-phenyl}-4-hydroxy-cyclobut-3-ene-1,2-dione CC1=C(C=CC(=C1)C)N(C1=CC=C(C=C1)C=1C(C(C1O)=O)=O)C1C(CCCC1)OC